C(=CC)N1C[C@@H](CCC1)NC1=CC(=C2CNC(C2=C1)=O)C1=CC=C(C=C1)OC1=CC=CC=C1 (R)-6-((1-propenylpiperidin-3-yl)amino)-4-(4-phenoxyphenyl)isoindolin-1-one